Methyl-6-(4-(1'-(4-chloro-3-fluorophenyl)-3,3-dimethyl-1',2'-dihydrospiro[cyclobutane-1,3'-pyrrolo[3,2-b]pyridine]-5'-carbonyl)-3,3-dimethylpiperazin-1-yl)-2,4-dimethylnicotinic acid CC=1C(=NC(=C(C(=O)O)C1C)C)N1CC(N(CC1)C(=O)C1=CC=C2C(=N1)C1(CN2C2=CC(=C(C=C2)Cl)F)CC(C1)(C)C)(C)C